CC1C(C1)(C(=O)O)C=1C=CC2=C(N=C(O2)N)C1.OC1=CC(=C2C(CC(OC2=C1CCC(=C)C)C1=CC=C(C=C1)O)=O)OC 7,4'-dihydroxy-5-methoxy-8-isopentenyl-dihydroflavone methyl-1-(2-amino-1,3-benzoxazol-5-yl)cyclopropanecarboxylate